C[C@H]1CCC(CN1C(CC1=CC=C(C=C1)C1=NC=CC=N1)=O)C(=O)N (8R,6S)-6-methyl-1-(2-(4-(pyrimidin-2-yl)phenyl)acetyl)piperidine-3-carboxamide